C(C)(C)(C)OC(=O)N1CC=2N(CC1)N=C(C2C)C(=O)O 5-(tert-butoxycarbonyl)-3-methyl-4,5,6,7-tetrahydropyrazolo[1,5-a]pyrazine-2-carboxylic acid